(S)-3-bromo-N-(8,9-difluoro-6-oxo-1,4,5,6-tetrahydro-2H-pyrano[3,4-c]isoquinolin-1-yl)-N-methylbenzamide BrC=1C=C(C(=O)N(C)[C@@H]2COCC=3NC(C=4C=C(C(=CC4C32)F)F)=O)C=CC1